(oxo)Rhenium(V) O=[Re+3]